1-(tert-butyl) 2-methyl (5S)-5-(methoxymethyl)-pyrrolidine-1,2-dicarboxylate COC[C@@H]1CCC(N1C(=O)OC(C)(C)C)C(=O)OC